(S)-N-(1-(2-chloro-3-methoxyphenyl)-1,4,5,7-tetrahydropyrano[3,4-c]pyrazol-4-yl)-5,6,7,8-tetrahydroimidazo[1,5-a]pyridine-1-carboxamide ClC1=C(C=CC=C1OC)N1N=CC2=C1COC[C@H]2NC(=O)C=2N=CN1C2CCCC1